O1CCN(CC1)C1=CC=C(C(=O)Cl)C=C1 4-morpholinobenzoyl chloride